O-methyl dichlorothiophosphate COP(=S)(Cl)Cl